CNC(C(=O)O)(C)C methylamino-isobutyric acid